FC(C(=CC)C(F)(F)F)(F)F 3-(trifluoromethyl)-4,4,4-trifluoro-2-butene